Ethyl 4-(((2S,4R)-1-([1,1'-biphenyl]-4-yl)-5-ethoxy-4-methyl-5-oxopentan-2-yl) amino)-4-oxobutanoate C1(=CC=C(C=C1)C[C@H](C[C@H](C(=O)OCC)C)NC(CCC(=O)OCC)=O)C1=CC=CC=C1